CN1C(N=CC1C(=O)N)C1=C2C=CC=NC2=CC=C1 1-methyl-2-(quinolin-5-yl)-2,5-dihydro-1H-imidazole-5-carboxamide